O1C(=CC2=C1C=CC=C2)C2=CN=C1N2N=C(C=C1)C1=CC=C(C=C1)C(=O)N(C)C (4-(3-(benzofuran-2-yl)imidazo[1,2-b]pyridazin-6-yl)phenyl)(N,N-dimethylamino)methanone